4-[(2-Methoxy-4-{6-oxo-2H,4H,5H,6H,7H-pyrazolo[3,4-b]pyridin-4-yl}phenyl)methoxy]-3-(trifluoromethyl)benzonitril COC1=C(C=CC(=C1)C1C=2C(NC(C1)=O)=NNC2)COC2=C(C=C(C#N)C=C2)C(F)(F)F